3-(1-acryloylpyrrolidin-3-yl)-1-(cyclopropylmethyl)-N-(1-methylcyclopropyl)-2,4-dioxo-1,2,3,4-tetrahydroquinazoline-6-sulfonamide C(C=C)(=O)N1CC(CC1)N1C(N(C2=CC=C(C=C2C1=O)S(=O)(=O)NC1(CC1)C)CC1CC1)=O